CS(=O)(=O)NCC=1C=C(C=NC1)C(CC(=O)O)N1N=CC2=CC(=CC=C12)OCCC1=NC=2NCCCC2C=C1 3-(5-(methylsulfonamidomethyl)pyridin-3-yl)-3-(5-(2-(5,6,7,8-tetrahydro-1,8-naphthyridin-2-yl)ethoxy)-1H-indazol-1-yl)propanoic acid